(R)-3-amino-N-(4-(dimethylamino)-4-oxobutan-2-yl)-6-(3-methylimidazo[1,2-a]pyridin-6-yl)-5-(oxazol-2-yl)pyrazine-2-carboxamide NC=1C(=NC(=C(N1)C=1OC=CN1)C=1C=CC=2N(C1)C(=CN2)C)C(=O)N[C@H](C)CC(=O)N(C)C